trans-4-{2-[4-(2,3-dichlorophenyl)-piperazine-1-yl]-ethyl}-N,N-dimethylformyl-cyclohexylamine ClC1=C(C=CC=C1Cl)N1CCN(CC1)CC[C@@H]1CC[C@H](CC1)N(C(=O)C)C(=O)C